NC=1C=2N(C=CN1)C(=NC2C2=CC=C(C(=O)NC1=NC=CC=C1)C=C2)[C@H]2N(CCOC2)C(C#CC)=O (R)-4-(8-amino-3-(4-but-2-ynoylmorpholin-3-yl)imidazo[1,5-a]Pyrazin-1-yl)-N-(pyridin-2-yl)Benzamide